Cyanomethyl 5-(4-(Methylthio)phenyl)-2-(pent-4-enamidomethyl)thiazole-4-carboxylate CSC1=CC=C(C=C1)C1=C(N=C(S1)CNC(CCC=C)=O)C(=O)OCC#N